ethyl 5-oxo-2-(pyridin-4-yl)-5H-benzo[4',5']thiazolo[3',2':1,6]pyrido[2,3-d]pyrimidine-6-carboxylate O=C1C(=C2N(C=3N=C(N=CC31)C3=CC=NC=C3)C3=C(S2)C=CC=C3)C(=O)OCC